tetramethylisobutyl ketoxime CCC(C(C)(C)C(=NO)C(C(CC)(C)C)(C)C)(C)C